(R,2R)-N'-((1,2,3,5,6,7-hexahydro-s-indacen-4-yl)carbamoyl)-2-methyl-2,3-dihydropyrazolo[5,1-b]oxazole-7-sulfonimidamide C1CCC2=C(C=3CCCC3C=C12)NC(=O)N=[S@](=O)(N)C=1C=NN2C1O[C@@H](C2)C